ClC1=CC=C(C[C@H]2CO[C@H](CN2C2CCC(CC2)C2=NN(C(=C2)C)C)C(=O)NC)C=C1 (2R,5S)-5-(4-Chlorobenzyl)-4-(4-(1,5-dimethyl-1H-pyrazol-3-yl)cyclohexyl)-N-methylmorpholin-2-carboxamid